O[C@@H]1[C@H](O)[C@@H](O)[C@H](O[C@H]2[C@H](O)[C@@H](O)[C@@H](O)[C@H](O2)CO)[C@H](O1)CO α-D-Lactose